di(p-nitrophenyl)carbodiimide [N+](=O)([O-])C1=CC=C(C=C1)N=C=NC1=CC=C(C=C1)[N+](=O)[O-]